CCCO.CCCO.CCCO.O=[V] Vanadium(V) oxytripropoxide